1,3-cyclopentadiene C1=CC=CC1